CNC(C(=O)O)CC(=O)O N-methylaminobutanedioic acid